(S)-2-((4-chloro-2',3',4',5',6,6'-hexafluoro-[1,1'-biphenyl]-3-yl)thio)propanoic acid ClC1=C(C=C(C(=C1)F)C1=C(C(=C(C(=C1F)F)F)F)F)S[C@H](C(=O)O)C